N-(1-propylbutoxycarbonyl)pyrrolidine C(CC)C(CCC)OC(=O)N1CCCC1